C(C)(C)SC1=NN(C=C1[N+](=O)[O-])C 3-(isopropylsulfanyl)-1-methyl-4-nitro-1H-pyrazole